Racemic-(Trans)-3-amino-1-(2-methylcyclopropyl)pyridin-2(1H)-one hydrochloride Cl.NC=1C(N(C=CC1)[C@H]1[C@@H](C1)C)=O